(R)-5-((1,3-dimethylazetidin-3-yl)amino)-2-methyl-N-(1-(2-(1-methyl-1H-pyrazol-4-yl)quinolin-4-yl)ethyl)benzamide CN1CC(C1)(C)NC=1C=CC(=C(C(=O)N[C@H](C)C2=CC(=NC3=CC=CC=C23)C=2C=NN(C2)C)C1)C